CN1C(=C(C2=CC(=CC=C12)C(F)(F)F)C(C(=O)O)C)C (1,2-dimethyl-5-trifluoromethyl-1H-indol-3-yl)propionic acid